CN1C(=C(C2=C1N=C1N(C2=S)CCC1)C)C 1,2,3-trimethyl-1,6,7,8-tetrahydro-4H-dipyrrolo[1,2-a:2',3'-D]pyrimidine-4-thione